1-(trans-5-([1,1'-biphenyl]-2-yloxy)octahydro-cyclopenta[c]pyrrole-2-carbonyl)-1H-pyrazole-3-carboxylic acid C1(=C(C=CC=C1)OC1CC2C(CN(C2)C(=O)N2N=C(C=C2)C(=O)O)C1)C1=CC=CC=C1